1-[2-cyano-4-(trifluoromethyl)phenyl]-4-[6-(3-methoxythiophen-2-yl)pyridin-3-yl]-N-[(3R)-1-methylpyrrolidin-3-yl]piperidine-4-carboxamide C(#N)C1=C(C=CC(=C1)C(F)(F)F)N1CCC(CC1)(C(=O)N[C@H]1CN(CC1)C)C=1C=NC(=CC1)C=1SC=CC1OC